N[C@@H](CN(C(N[C@@H](C)C1=CC=CC=C1)=O)C1=CC=C(C=C1)C1=CC=C(C=C1)CCC)CC(C)C 3-[(2R)-2-Amino-4-methylpentyl]-1-[(1S)-1-phenylethyl]-3-{4'-propyl-[1,1'-biphenyl]-4-yl}urea